1-((1-cyanocyclopropyl)methyl)-N-((5-phenyl-1,3,4-thiadiazol-2-yl)methyl)-1H-1,2,3-triazole-4-carboxamide C(#N)C1(CC1)CN1N=NC(=C1)C(=O)NCC=1SC(=NN1)C1=CC=CC=C1